N1C(NCC1)=S 2-Imidazolidinethione